p-methyl-sulfhydryl-benzene CC1=CC=C(C=C1)S